oxopyrido[3,2-e][1,2,4]triazin O=C1NN=C2C(=N1)C=CC=N2